C1(=CC=CC=C1)C#CC(=C)C1=CC=CC=C1 (4-Phenylbut-1-en-3-yn-2-yl)benzene